FC1=CC=CC=2N=C(OC21)C2=CC=C(C=C2)NC(=O)C2(COCC2)C N-[4-(7-Fluoro-1,3-benzoxazol-2-yl)phenyl]-3-methyltetrahydrofuran-3-carboxamid